CC1=NN=C(S1)C1=CC=CC(=N1)N1CCN(CC1)CC1=CC=C(CC=2C=3C4=C(C(N(C4=CC2)C2C(NC(CC2)=O)=O)=O)C=CC3)C=C1 3-(6-(4-((4-(6-(5-methyl-1,3,4-thiadiazol-2-yl)pyridin-2-yl)piperazin-1-yl)methyl)benzyl)-2-oxobenzo[cd]indol-1(2H)-yl)piperidine-2,6-dione